NC1=NC=NN2C1=C(C=C2C=2C=C(C(=NC2)OC)C(=O)N[C@@H]2CN(C[C@@H]2F)C(=O)C2OCCCC2)C(F)(F)F 5-[4-amino-5-(trifluoromethyl)pyrrolo[2,1-f][1,2,4]triazin-7-yl]-N-[(3R,4S)-4-fluoro-1-(oxane-2-carbonyl)pyrrolidin-3-yl]-2-methoxypyridine-3-carboxamide